2-Amino-7-fluoro-4-(5-fluoro-3-((2S,3'S)-2-(methoxymethyl)-[1,3'-bipyrrolidin]-1'-yl)-7,9-dihydrofuro[3,4-f]quinazolin-6-yl)thieno[3,2-c]pyridine-3-carbonitrile NC1=C(C=2C(=NC=C(C2S1)F)C=1C2=C(C=3C=NC(=NC3C1F)N1C[C@H](CC1)N1[C@@H](CCC1)COC)COC2)C#N